NC1=NC=2C(=NC=C(C2)C=2C=NN(C2)CCO)N1C(C)C1=CC(=C(C=C1)OCC1=CC=C(C=C1)C(F)(F)F)OC 2-(4-(2-Amino-3-(1-(3-methoxy-4-((4-(trifluoromethyl)benzyl)oxy)phenyl)ethyl)-3H-imidazo[4,5-b]pyridin-6-yl)-1H-pyrazol-1-yl)ethan-1-ol